5-(3-Chlorophenyl)-3-hydroxypyridine-2-carboxylic acid (1-methyl-1-methylcarbamoyl-ethyl)-amide CC(C)(C(NC)=O)NC(=O)C1=NC=C(C=C1O)C1=CC(=CC=C1)Cl